NC=1C2=C(N=CN1)N(C=C2C(F)F)[C@H]2[C@@H]([C@@]1([C@H](O2)[C@@H](CC1)CC1=CC=C2C=C(C(=NC2=C1)N)F)O)O (2R,3R,3aS,6S,6aR)-2-[4-amino-5-(difluoromethyl)-7H-pyrrolo[2,3-d]pyrimidin-7-yl]-6-[(2-amino-3-fluoroquinolin-7-yl)methyl]hexahydro-3aH-cyclopenta[b]furan-3,3a-diol